6,7-dimethoxy-9-(6-thiomorpholinopyridin-3-yl)naphtho[2,3-c]furan-1(3H)-one COC1=CC2=CC3=C(C(OC3)=O)C(=C2C=C1OC)C=1C=NC(=CC1)N1CCSCC1